(4-(2-Aminoethyl)piperidin-1-yl)(4-((3-(4-(difluoromethoxy)phenyl)imidazo[1,2-a]pyrazin-8-yl)amino)-2-methylphenyl)methanone hydrochloride Cl.NCCC1CCN(CC1)C(=O)C1=C(C=C(C=C1)NC=1C=2N(C=CN1)C(=CN2)C2=CC=C(C=C2)OC(F)F)C